FC(C1=C(C=CC=C1)C1=CC=C2C(CCOC2=C1)NC(O[C@@H]1CN2CCC1CC2)=O)(F)F (S)-quinuclidin-3-yl (7-(2-(trifluoromethyl)phenyl)chroman-4-yl)carbamate